5-Chloro-2-((2R,3S,4S,5R)-3-(3,4-difluoro-2-methoxyphenyl)-4,5-dimethyl-5-(trifluoromethyl)tetrahydrofuran-2-yl)-1,6-naphthyridin-4(1H)-one hydrochloride Cl.ClC1=C2C(C=C(NC2=CC=N1)[C@@H]1O[C@]([C@H]([C@H]1C1=C(C(=C(C=C1)F)F)OC)C)(C(F)(F)F)C)=O